(R or S)-2-(7-acryloyl-5-(4-amino-6-(trifluoromethyl)nicotinoyl)-3,4,5,5a,6,7,8,9-octahydro-2H-1,2,5,7-tetraazabenzo[cd]azulen-2-yl)-5-cyclobutylbenzonitrile C(C=C)(=O)N1C[C@H]2C3=C(N(N=C3CC1)C1=C(C#N)C=C(C=C1)C1CCC1)CCN2C(C2=CN=C(C=C2N)C(F)(F)F)=O |o1:6|